ethyl 4-(benzyloxy)-2-hydroxy-1-naphthoate C(C1=CC=CC=C1)OC1=CC(=C(C2=CC=CC=C12)C(=O)OCC)O